tert-butyl (10S)-4-((3-methyl-4-((6-methylpyridin-3-yl) oxy) phenyl) amino)-7,8,10,11-tetrahydro-9H-6,10-methanopyrimido[4',5':5,6]pyrido[3,2-b][1,4,7]oxadiazonine-9-carboxylate CC=1C=C(C=CC1OC=1C=NC(=CC1)C)NC1=NC=NC2=CC=3OC[C@H]4N(CCN(C3N=C21)C4)C(=O)OC(C)(C)C